2-acrylamido-N-(6-(2-fluoro-5-(trifluoromethoxy)phenyl)-1H-indazol-3-yl)benzamide C(C=C)(=O)NC1=C(C(=O)NC2=NNC3=CC(=CC=C23)C2=C(C=CC(=C2)OC(F)(F)F)F)C=CC=C1